BrC1=CC(=C(C=C1)C(CC(=O)OCC)=O)SCC ethyl 3-(4-bromo-2-ethylsulfanyl-phenyl)-3-oxo-propionate